tert-butyl 6-((6-cyano-8-cyclopentyl-7-oxo-7,8-dihydro-1,8-naphthyridin-2-yl) amino)-3,4-dihydroisoquinoline-2(1H)-carboxylate C(#N)C1=CC=2C=CC(=NC2N(C1=O)C1CCCC1)NC=1C=C2CCN(CC2=CC1)C(=O)OC(C)(C)C